2-(2'-chloropropenyl)-1,3-propanediol diacetate C(C)(=O)OCC(COC(C)=O)C=C(C)Cl